C1=CC=CC=2NC3=C(N=CC21)C=CC=C3 dibenzo[b,e][1,4]diazepin